tert-butyl 2-[2-amino-3-fluoro-4-(methoxycarbonyl)phenyl]pyrrole-1-carboxylate NC1=C(C=CC(=C1F)C(=O)OC)C=1N(C=CC1)C(=O)OC(C)(C)C